C(#C)C1=C(C(=C(C(=C1[2H])[2H])F)[2H])[2H] Ethynyl-4-fluorobenzene-2,3,5,6-d4